(cyanomethyl)-4-(2-((1-cyclopropyl-1H-pyrazol-4-yl)amino)-5-fluoropyrimidin-4-yl)-2-fluorobenzamide C(#N)CC=1C(=C(C(=O)N)C=CC1C1=NC(=NC=C1F)NC=1C=NN(C1)C1CC1)F